CC1=CC=C(C=C1)CN1C(CCC1=O)CC(=O)OCCOC1=CC=C(C=C1)F 2-(4-fluorophenoxy)ethyl 2-[1-[(4-methylphenyl)methyl]-5-oxopyrrolidin-2-yl]acetat